5,6-dihydroxy-1'-(4'-oxo-1,3-dihydro-4'H-spiro[indene-2,5'-[1,3]oxazol]-2'-yl)-3H-spiro[2-benzofuran-1,4'-piperidin]-3-one OC1=CC2=C(C=C1O)C1(CCN(CC1)C=1OC3(C(N1)=O)CC1=CC=CC=C1C3)OC2=O